N-hexylpyridine nitrate [N+](=O)(O)[O-].C(CCCCC)N1CC=CC=C1